COC1=C(C=NC=C1)C=1C=NC=2CCN(CC2C1)C=1C(=C(C=2N(N1)C(C=CN2)=O)C)C 7-(3-(4-methoxypyridin-3-yl)-7,8-dihydro-1,6-naphthyridin-6(5H)-yl)-8,9-dimethyl-4H-pyrimido[1,2-b]pyridazin-4-one